(S)-3-(4-(trifluoromethyl)thiazol-2-yl)isoxazolidine FC(C=1N=C(SC1)[C@H]1NOCC1)(F)F